2,2-Bis((4-chlorophenyl)selanyl)-1-phenylethan-1-one ClC1=CC=C(C=C1)[Se]C(C(=O)C1=CC=CC=C1)[Se]C1=CC=C(C=C1)Cl